CC=1C=C(C=CC1)C(=C(CCC1=CC(=CC=C1)C)CC=C)CC=C 1,4-di(m-methylphenyl)-1,2-diallyl-1-butene